N-pyrazolyl-formanilide N1N=C(C=C1)N(C1=CC=CC=C1)C=O